BrC=1C=CC(=NC1)NC=1SC2=C(N1)C=CC=C2 N-(5-bromopyridin-2-yl)benzo[d]thiazol-2-amine